4-[[5-(allylamino)-4-methyl-3-pyridyl]methyl]-3-fluoro-pyridin-2-amine C(C=C)NC=1C(=C(C=NC1)CC1=C(C(=NC=C1)N)F)C